N1C=CC2=C(C=CC=C12)CN1CC2(C1)CC(C2)NC(=O)N2[C@@H](CN(C[C@@H]2C)C2=NC=C(C=N2)C(F)(F)F)C (2R,6S)-N-[2-(1H-indol-4-ylmethyl)-2-azaspiro[3.3]heptan-6-yl]-2,6-dimethyl-4-[5-(trifluoromethyl)pyrimidin-2-yl]piperazine-1-carboxamide